tert-butyl 6-((((2S,3R)-3-hydroxy-1-(methylamino)-1-oxobutan-2-yl) amino) methyl)-1-oxo-2,5-diazaspiro[3.4]octane-5-carboxylate O[C@@H]([C@@H](C(=O)NC)NCC1N(C2(CNC2=O)CC1)C(=O)OC(C)(C)C)C